tert-butyl N-[3-[[3-[3-(tert-butoxycarbonylamino)propylcarbamoyl]-5-[3-(dimethylamino)propylcarbamoyl]benzoyl]amino]propyl]carbamate C(C)(C)(C)OC(=O)NCCCNC(=O)C=1C=C(C(=O)NCCCNC(OC(C)(C)C)=O)C=C(C1)C(NCCCN(C)C)=O